7-methoxy-3-piperidin-4-yl-1,3,4,5-tetrahydro-benzo[d][1,3]diazepin-2-one COC1=CC2=C(NC(N(CC2)C2CCNCC2)=O)C=C1